NCCNC1=C2C=CC=C(C2=CC=C1)S(=O)(=O)O 5-(2'-aminoethyl)amino-1-naphthalenesulfonic acid